Tert-butyl L-lysinate hydrochloride Cl.N[C@@H](CCCCN)C(=O)OC(C)(C)C